FC1=C(C=CC(=C1)F)S(=O)(=O)NC=1C=C(C=NC1OC)C=1C=C2C(=NC(=NC2=CC1)C)N1CCN(CC1)C(=O)OC(C)(C)C tert-butyl 4-(6-(5-((2,4-difluorophenyl)sulfonamido)-6-methoxypyridin-3-yl)-2-methylquinazolin-4-yl)piperazine-1-carboxylate